OCC1C(NCCC1)=O 3-(hydroxymethyl)-2-oxopiperidin